FC1=CC=C(C(=N1)C)OC1=C(C(=O)NC2=CC(=CC=C2)[S@@](=O)(=NC(=O)[C@H]2NC[C@H](C2)O)C)C(=C(C=N1)C(F)(F)F)C 2-((6-fluoro-2-methylpyridin-3-yl)oxy)-N-(3-((R)-N-((2S,4S)-4-hydroxypyrrolidine-2-carbonyl)-S-methylsulfonimidoyl)phenyl)-4-methyl-5-(trifluoromethyl)nicotinamide